CC1=CC=C(C=C1)SP(C1=CC=C(C=C1)OC)(C1=CC=C(C=C1)OC)=O S-(4-methylphenyl)thio-di(4-methoxyphenyl)phosphorus oxide